4-[(4-cyclohexylphenyl)amino]-2-[(2,2-difluoroethyl)(methyl)amino]-6-(propan-2-yl)-5,6-dihydro-7H-pyrrolo[3,4-d]pyrimidin-7-one C1(CCCCC1)C1=CC=C(C=C1)NC=1C2=C(N=C(N1)N(C)CC(F)F)C(N(C2)C(C)C)=O